FC(C(CN1N=C(C=C1CO)C1=NC=C(C=C1)F)O)(F)F 1,1,1-Trifluoro-3-(3-(5-fluoropyridin-2-yl)-5-(hydroxymethyl)-1H-pyrazol-1-yl)propan-2-ol